Cl.FC=1C=C(C=CC1CC1CN(C1)CCCF)C1=CCCCC2=C1C=CC(=C2)C(=O)O 9-(3-fluoro-4-((1-(3-fluoropropyl)azetidin-3-yl)methyl)phenyl)-6,7-dihydro-5H-benzo[7]annulene-3-carboxylic acid hydrochloride